tert-butyl-(2R,4S)-2-(hydroxymethyl)-4-((2-oxo-1,2,3,4-tetrahydroquinolin-7-yl)oxy)pyrrolidine C(C)(C)(C)N1[C@H](C[C@@H](C1)OC1=CC=C2CCC(NC2=C1)=O)CO